(5-Bromopyridin-3-yl)methyl (Z)-3-aminobut-2-enoate N\C(=C/C(=O)OCC=1C=NC=C(C1)Br)\C